1,1,2-trifluoro-1-butene FC(=C(CC)F)F